BrC1=CC(=C(C=C1)C(C=CC1=CC(=C(C=C1)O)CN(C)C)=O)N1CCN(CC1)C 1-[4-Bromo-2-(4-methylpiperazin-1-yl)phenyl]-3-[3-[(dimethylamino)methyl]-4-hydroxyphenyl]prop-2-en-1-one